Neodymium-Boron-Iron [Fe].[B].[Nd]